6-fluoro-N,N,1-trimethyl-1H-indole-3-carboxamide FC1=CC=C2C(=CN(C2=C1)C)C(=O)N(C)C